N-(3-(1H-pyrazol-1-yl)benzyl)-N-(3-methoxybenzyl)-4-((4-methylpiperazin-1-yl)methyl)aniline N1(N=CC=C1)C=1C=C(CN(C2=CC=C(C=C2)CN2CCN(CC2)C)CC2=CC(=CC=C2)OC)C=CC1